tert-butyl 6-[[5-(trifluoromethyl)-2-pyridyl]oxymethyl]-2-azaspiro[3.3]heptane-2-carboxylate FC(C=1C=CC(=NC1)OCC1CC2(CN(C2)C(=O)OC(C)(C)C)C1)(F)F